C(C)(C)(C)OC(=O)N1[C@@H](CCC1)C1=C2CCN(CC2=CC(=C1)Cl)C(=O)OC (S)-methyl 5-(1-(tert-Butoxycarbonyl)pyrrolidin-2-yl)-7-chloro-3,4-dihydroisoquinoline-2(1H)-carboxylate